tert-butyl (1R,2R,3R,5S)-3-((6-((5-isopropyl-1H-pyrazol-3-yl)amino)pyrazin-2-yl)oxy)-2-methyl-8-azabicyclo[3.2.1]octane-8-carboxylate C(C)(C)C1=CC(=NN1)NC1=CN=CC(=N1)O[C@H]1[C@@H]([C@H]2CC[C@@H](C1)N2C(=O)OC(C)(C)C)C